NC1=CC(=C2C(=N1)CCO2)C=2CCCN(CC2)C(=O)OC(C)(C)C tert-butyl 5-(5-amino-2,3-dihydrofuro[3,2-b]pyridin-7-yl)-2,3,4,7-tetrahydroazepine-1-carboxylate